COC=1N=CC(=NC1C=1C=NNC1)C(=O)OC methyl 5-methoxy-6-(1H-pyrazol-4-yl)pyrazine-2-carboxylate